(S)-6-methylpiperazin-2-one C[C@H]1CNCC(N1)=O